3-methyl-4-(1-(pyridin-4-ylmethyl)benzoimidazol-2-yl)-1,2,5-oxadiazole 2-oxide CC1=[N+](ON=C1C1=NC2=C(N1CC1=CC=NC=C1)C=CC=C2)[O-]